NC=1C=2CCCCC2N=C2C=C(C=CC12)C1=CC(=NC=C1)C1(CC1)C(=O)N [4-(9-amino-5,6,7,8-tetrahydroacridin-3-yl)pyridin-2-yl]cyclopropanecarboxamide